FC=1C=C(C=CC1N1CCN(CC1)C1COC1)N1C(OCC1)=O 3-(3-fluoro-4-(4-(oxetan-3-yl)piperazin-1-yl)phenyl)-2-oxooxazolidin